bis[4-(4-aminophenoxy)phenyl]sulfide NC1=CC=C(OC2=CC=C(C=C2)SC2=CC=C(C=C2)OC2=CC=C(C=C2)N)C=C1